FC(=CC=1C=C(C=CC1)CNC([O-])=O)F N-{[3-(2,2-difluoroethenyl)phenyl]methyl}carbamate